OC=1C(=C(C(=O)NC2=NN=NN2C)C=CC1C(F)(F)F)S(=O)C 3-hydroxy-2-methylsulfinyl-4-(trifluoromethyl)-N-(1-methyltetrazol-5-yl)benzamide